6-(3-methyl-1H-pyrrolo[2,3-B]pyridin-5-yl)-8-(pyrrolidin-2-yl)-3,4-dihydroisoquinoline-2(1H)carboxylic acid methyl ester COC(=O)N1CC2=C(C=C(C=C2CC1)C=1C=C2C(=NC1)NC=C2C)C2NCCC2